OC=1C=NOC1 4-hydroxy-1,2-oxazole